methyl 3-[[2-(4-methyl-sulfanylphenyl)imidazo[1,2-a]pyrazin-3-yl]amino]benzoate CC1=CC(=C(C=C1)C=1N=C2N(C=CN=C2)C1NC=1C=C(C(=O)OC)C=CC1)S